CC(CCCCCCCCCC)C1=CC=C(C=C1)S(=O)(=O)O 4-(1-methylundecyl)benzenesulfonic acid